ethane 1-hydroxydiphosphonate OP(=O)(O)OP(=O)O.CC